C(C)(C)(C)[C@@H]1CC=2C=C3C(=NC2CC1)SC(=C3)C(=O)N[C@H](CC[NH+]3CC1C(C1C3)CO)C3=CC=C(C=C3)C3=CNC(C=C3)=O (6S)-6-tert-butyl-N-[(1R)-3-[6-(hydroxymethyl)-3-azoniabicyclo[3.1.0]hexan-3-yl]-1-[4-(6-oxo-1H-pyridin-3-yl)phenyl]propyl]-5,6,7,8-tetrahydrothieno[2,3-b]quinoline-2-carboxamide